1-(7-butylundecyl) 13-undecyl 7-isothiocyanatotridecanedioate N(=C=S)C(CCCCCC(=O)OCCCCCCC(CCCC)CCCC)CCCCCC(=O)OCCCCCCCCCCC